C([C@@H]1[C@H]([C@H]([C@@H]([C@H](O1)O)O)O)O)O The molecule is a D-altropyranose in which the carbon bearing the anomeric hydroxy group has alpha configuration. It is an enantiomer of an alpha-L-altropyranose.